FC=1C(=NC=CC1CC=1C=NC=C(C1C)OC1=C(C=C(C=C1)C(F)(F)F)F)NS(NC)(=O)=O 3-fluoro-4-[[5-[2-fluoro-4-(trifluoromethyl)phenoxy]-4-methyl-3-pyridyl]methyl]-N-(methylsulfamoyl)pyridin-2-amine